C(C1=CC=CC=C1)NC(N(C1=CC=CC=C1)[C@@H]1CC[C@H](CC1)NC1=NC=C(C=C1)C#N)=O 3-benzyl-1-(trans-4-((5-cyanopyridin-2-yl)amino)cyclohexyl)-1-phenylurea